CC1=C(NC(O1)=O)C(=O)O 5-METHYL-2-OXO-2,3-DIHYDRO-OXAZOLE-4-CARBOXYLIC ACID